methyl (2S)-6-allyl-1-((S)-2-((tert-butoxycarbonyl)amino)but-3-enoyl)piperidine-2-carboxylate C(C=C)C1CCC[C@H](N1C([C@H](C=C)NC(=O)OC(C)(C)C)=O)C(=O)OC